2-amino-1-(6-fluoro-5-methyl-1H-indazol-4-yl)-5-isopropoxy-6-methyl-1H-pyrrolo[2,3-b]pyridine-3-carboxamide NC1=C(C=2C(=NC(=C(C2)OC(C)C)C)N1C1=C2C=NNC2=CC(=C1C)F)C(=O)N